N-(7,8-Dichloro-4-(1H-Imidazol-1-Yl)Quinoline-2-Yl)-N-(2-Morpholinoethyl)Glycine (R)-benzyl-pyrrolidin-3-ylcarbamate C(C1=CC=CC=C1)N(C(O)=O)[C@H]1CNCC1.ClC1=CC=C2C(=CC(=NC2=C1Cl)N(CC(=O)O)CCN1CCOCC1)N1C=NC=C1